CC(=C)CC(=O)[O-] 1-methylvinylacetate